[NH+]1=CNC2=C1CCCC2 4,5,6,7-tetrahydrobenzimidazolium